phenyl (3-(1H-imidazol-2-yl)phenyl)carbamate N1C(=NC=C1)C=1C=C(C=CC1)NC(OC1=CC=CC=C1)=O